46,46-dimethyl-10,19,24,29,44-pentaoxo-3,6,12,15,45-pentaoxa-9,18,23,28-tetraazaheptatetracontan-1-oic acid-4-d CC(OC(CCCCCCCCCCCCCCC(NCCCC(NCCCC(NCCOCCOCC(NCCOCC(OCC(=O)O)[2H])=O)=O)=O)=O)=O)(C)C